N[C@H]1C[C@@H](CC1)NC1=NC2=C(C=C(C=C2C=N1)C1=CC(=C(C=C1)NS(=O)(=O)C1=C(C=CC=C1)Cl)F)CC N-(4-(2-(((1R,3R)-3-aminocyclopentyl)amino)-8-ethylquinazolin-6-yl)-2-fluorophenyl)-2-chlorobenzenesulfonamide